2-(4-morpholinophenylamino)-4-((1r,4r)-4-hydroxymethyl-cyclohexylamino)-5-(2-fluorobenzoyl)-7H-pyrrolo[2,3-d]pyrimidine O1CCN(CC1)C1=CC=C(C=C1)NC=1N=C(C2=C(N1)NC=C2C(C2=C(C=CC=C2)F)=O)NC2CCC(CC2)CO